methyl-nonane-8-one CCCCCCCCC(C)=O